N1=CC=C(C=C1)C1OC(=C(C1=O)OS(=O)(=O)CC1=CC=CC=C1)N 2-(4-pyridyl)-4-[[phenylmethylsulfonyl]oxy]-5-amino-3(2H)-furanone